Aminopropyl-Laurylglutamine NCCCN([C@@H](CCC(N)=O)C(=O)O)CCCCCCCCCCCC